(1R,5S,6R)-6-[1-[4-fluoro-3-(trifluoromethyl)phenyl]pyrazol-3-yl]-3-azabicyclo[3.1.0]hexane 2,2,2-trifluoroacetate FC(C(=O)O)(F)F.FC1=C(C=C(C=C1)N1N=C(C=C1)C1[C@H]2CNC[C@@H]12)C(F)(F)F